N(=C=O)CCC[Si](OCC)(OCC)OCC 3-Isocyanatopropyl-triethoxysilan